CSC=1C=CC=C2C(=NN(C12)COCC[Si](C)(C)C)CC(C)N (7-(methylthio)-1-((2-(trimethylsilyl)ethoxy)methyl)-1H-indazol-3-yl)propan-2-amine